5-tert-butyl-2-[4-[3-(dimethylamino)propoxy]phenyl]pyrazol-3-amine C(C)(C)(C)C=1C=C(N(N1)C1=CC=C(C=C1)OCCCN(C)C)N